(3R,4R)-1-cyclobutylmethyl-4-{[5-(2,4-difluoro-phenyl)-isoxazole-3-carbonyl]-amino}-piperidine-3-carboxylic acid dimethylamide CN(C(=O)[C@@H]1CN(CC[C@H]1NC(=O)C1=NOC(=C1)C1=C(C=C(C=C1)F)F)CC1CCC1)C